1-(7-cyanopyrazolo[1,5-a]Pyridin-4-yl)-5-(trifluoromethyl)-1H-pyrazole-4-carboxamide C(#N)C1=CC=C(C=2N1N=CC2)N2N=CC(=C2C(F)(F)F)C(=O)N